(2R,4S)-1-[(2R)-2-(4-cyclopropyltriazol-1-yl)-3,3-dimethyl-butanoyl]-N-[2-(2-ethylimidazol-1-yl)-1-methyl-ethyl]-4-hydroxy-pyrrolidine-2-carboxamide C1(CC1)C=1N=NN(C1)[C@@H](C(=O)N1[C@H](C[C@@H](C1)O)C(=O)NC(CN1C(=NC=C1)CC)C)C(C)(C)C